C1(=CC=C(C=C1)CC1=NOC(=N1)[C@H](CC1=CNC2=CC=CC=C12)NC(OC(C)(C)C)=O)C1=CC=CC=C1 tert-butyl (S)-(1-(3-([1,1'-biphenyl]-4-ylmethyl)-1,2,4-oxadiazol-5-yl)-2-(1H-indol-3-yl)ethyl)carbamate